C(C)(C)(C)OC(=O)N1CCC(CC1)(O)CN1CCN(CC1)C=1C=C2C(N(C(C2=CC1)=O)C1C(NC(CC1)=O)=O)=O 4-([4-[2-(2,6-dioxopiperidin-3-yl)-1,3-dioxoisoindol-5-yl]piperazin-1-yl]methyl)-4-hydroxypiperidine-1-carboxylic acid tert-butyl ester